tert-butyl (4-formylbicyclo[2.2.2]octan-1-yl)carbamate C(=O)C12CCC(CC1)(CC2)NC(OC(C)(C)C)=O